4-(3-isopropyl-1H-indol-5-yl)-3,6-dihydropyridine-1(2H)-carboxylic acid tert-butyl ester C(C)(C)(C)OC(=O)N1CCC(=CC1)C=1C=C2C(=CNC2=CC1)C(C)C